C(C)NC(C1=C(C=C(C=C1)F)SC1=CC=C2C(=NNC2=C1)I)=O N-ethyl-4-fluoro-2-[(3-Iodo-1H-indazol-6-yl)sulfanyl]benzamide